C(C)(C)(C)OOCCCC t-butyl-peroxybutane